C(CCCCCCCCCCCCCCC)(=O)C1C(CCCC1=O)=O 2-Palmitoyl-cyclohexan-1,3-dion